ClC1=C(C(=CC=C1)OC)C1(CC1)C(=O)N[C@H](C(=O)O)CCN(CCCCC1=NC=2NCCCC2C=C1)[C@@H](COCC)C (S)-2-(1-(2-chloro-6-methoxyphenyl)cyclopropane-1-carboxamido)-4-(((R)-1-ethoxypropan-2-yl)(4-(5,6,7,8-tetrahydro-1,8-naphthyridin-2-yl)butyl)amino)butanoic acid